C(=CC1=CC=CC=C1)(C1=CC=CC=C1)C1=CC=CC=C1 Ethene-1,1,2-triyltribenzene